ON=C(C(=O)NC1CC2(CC(C2)NC2=CC(=NC=N2)C(=O)N)C1)CC(C)C 6-((6-(2-(hydroxyimino)-4-methylpentanoylamino)spiro[3.3]hept-2-yl)amino)pyrimidine-4-carboxamide